C1(CC1)N1C(=NN=C1)C1=CC=CC(=N1)N1C(C2=CC(=C(C=C2C1)F)C=1C=NC=CC1)=O 2-(6-(4-cyclopropyl-4H-1,2,4-triazol-3-yl)pyridin-2-yl)-5-fluoro-6-(pyridin-3-yl)isoindolin-1-one